2,4-dichloro-5-(piperidin-1-ylmethyl)pyrimidine ClC1=NC=C(C(=N1)Cl)CN1CCCCC1